S(=O)(=O)(SC1=CC=C(C=C1)C(C)(C)C)OS(=O)(=O)C1=CC=CC=C1 S-(4-(tert-butyl) phenyl) benzenesulfonyl thiosulfate